CS(=O)(=O)C[C@@H]1[C@H](N(C1)C=1C=CC(=C2C=C(N=CC12)NC1=NC(=NC=C1)N1[C@H](C[C@H](CC1)O)C)C(C)C)C (2S,4S)-1-[4-({8-[(2R,3S)-3-(methanesulfonyl-methyl)-2-methylazetidin-1-yl]-5-(propan-2-yl)isoquinolin-3-yl}amino)pyrimidin-2-yl]-2-methyl-piperidin-4-ol